N1CCC(CC1)CCCCNC(\C=C\C=1C=NC=CC1)=O (E)-N-(4-(piperidin-4-yl)butyl)-3-(3-pyridinyl)acrylamide